5-(4,4-difluoropiperidin-3-yl)-1-(pyridin-2-ylmethyl)pyridin-2(1H)-one FC1(C(CNCC1)C=1C=CC(N(C1)CC1=NC=CC=C1)=O)F